[Mg].[Fe].[Mn].[Co].[Ni].[Fe] iron-nickel-cobalt-manganese-iron-magnesium